1,2,6-tris(cyanoethoxy)hexane C(#N)CCOCC(CCCCOCCC#N)OCCC#N